O=C1N(C(C2C3C=CC(C12)O3)=O)OCCOCC(=O)NCCCCCC(=O)N3CCC(CC3)(COC(C3=CC=C(C=C3)OC)(C3=CC=C(C=C3)OC)C3=CC=C(C=C3)OC)CO 2-(2-((1,3-dioxo-1,3,3a,4,7,7a-hexahydro-2H-4,7-epoxyisoindol-2-yl)oxy)ethoxy)-N-(6-(4-(hydroxymethyl)-4-((tris(4-methoxyphenyl)methoxy)methyl)piperidin-1-yl)-6-oxohexyl)acetamide